N-{[4-(2H-1,3-benzodioxole-5-sulfonyl)phenyl]methyl}furo[2,3-c]pyridine-2-carboxamide O1COC2=C1C=CC(=C2)S(=O)(=O)C2=CC=C(C=C2)CNC(=O)C2=CC=1C(=CN=CC1)O2